2-(5-chloro-1,4-dimethyl-6-oxo-1,6-dihydropyridin-3-yl)-N-(2-(dimethylamino)ethyl)-3-isopropyl-N-methyl-1H-indole-5-carboxamide ClC1=C(C(=CN(C1=O)C)C=1NC2=CC=C(C=C2C1C(C)C)C(=O)N(C)CCN(C)C)C